FC1=C2C(N(C=NC2=CC=C1C1=CC=C(C=C1)N1CCN(CC1)C)C(C(=O)O)C1=CC=CC=C1)=O 2-(5-Fluoro-6-(4-(4-methyl-piperazin-1-yl)phenyl)-4-oxoquinazolin-3(4H)-yl)-2-phenylacetic acid